COCOC1CCC2(C(=C(CC12)CCCCO)C1=CC=CC=C1)C(=C)C1=CC=CC=C1 4-(6-exo-(methoxymethoxy)-3-phenyl-3a-(1-phenylvinyl)-1,3a,4,5,6,6a-hexahydropentalen-2-yl)butan-1-ol